FC=1C=C(C=CC1)C=1C=NC(=NC1)NC=1C=C(C(=O)N)C=CC1 3-((5-(3-fluorophenyl)pyrimidin-2-yl)amino)benzamide